4-(2-Amino-6-(4-(N,N-dimethylsulfamoyl)phenyl)-4-oxo-4,7-dihydro-3H-pyrrolo[2,3-d]pyrimidin-5-yl)-3-methoxy-benzamide, trifluoroacetic acid salt FC(C(=O)O)(F)F.NC=1NC(C2=C(N1)NC(=C2C2=C(C=C(C(=O)N)C=C2)OC)C2=CC=C(C=C2)S(N(C)C)(=O)=O)=O